sodium 2-amino-5-hydroxy-6-((4-Aminophenyl)diazenyl)-7-sulfo-naphthalene NC1=CC2=CC(=C(C(=C2C=C1)O)N=NC1=CC=C(C=C1)N)S(=O)(=O)O.[Na]